CC1=NN2C(N=C(C(=C2C)C[C@H]2CN(CC2)C2=NC(=CN=C2)C)C)=N1 (R)-2,5,7-trimethyl-6-((1-(6-methylpyrazin-2-yl)pyrrolidin-3-yl)methyl)-[1,2,4]triazolo[1,5-a]pyrimidine